NC1=C2N=C(N(C2=NC=N1)CCS(=O)(=O)NC1CC1)SC1=CC2=C(OCO2)C=C1N(C)C 2-(6-amino-8-((6-(dimethylamino)benzo[d][1,3]dioxol-5-yl)thio)-9H-purin-9-yl)-N-cyclopropyl-ethanesulfonamide